4-Phenyl-4-(prop-2-yn-1-yl)cyclohexan-1-one C1(=CC=CC=C1)C1(CCC(CC1)=O)CC#C